C(=O)(OC(C)(C)C)N[C@H]1C[C@H](C1)O cis-3-Bocaminocyclobutanol